C1(=CC=CC=C1)P(OCC)(SCC)=O O,S-diethyl phenylthiophosphonate